8-amino-4-methylpyrido[3,4-d]pyridin-7-ol NC=1C(=NC=C2C1C=NC=C2C)O